4-methoxy-1H-pyrazol COC=1C=NNC1